N1(N=CC=C1)C1=CC=C(C=C1)C1=CC(=NN1C(=O)OC(C)(C)C)N(C(=O)OC(C)(C)C)C1=C(C=C(C=C1)N)C tert-butyl 5-(4-(1H-pyrazol-1-yl)phenyl)-3-((4-amino-2-methylphenyl)(tert-butoxycarbonyl)amino)-1H-pyrazole-1-carboxylate